N1=CC(=CC=C1)CN1C(=NC2=C1C=CC=C2)C=2C(=NSN2)C#N 4-[1-(pyridin-3-ylmethyl)benzoimidazol-2-yl]-1,2,5-thiadiazole-3-carbonitrile